C[C@@H]1CN(C[C@@H](O1)C)C(=O)C=1C2=C(N(N1)CC(=O)N1CCN(CC1)C1=CC(=C(C=C1)C)OC)CCC2 2-{3-[(2R,6S)-2,6-Dimethylmorpholin-4-carbonyl]-5,6-dihydrocyclopenta[c]pyrazol-1(4H)-yl}-1-[4-(3-methoxy-4-methylphenyl)piperazin-1-yl]ethan-1-on